2-(4-cyanophenyl)acetyl chloride C(#N)C1=CC=C(C=C1)CC(=O)Cl